(2-methoxyphenyl)(phenyl)-methanone COC1=C(C=CC=C1)C(=O)C1=CC=CC=C1